2-(3,5-difluoro-4-((5-isopropyl-6-oxo-1,6-dihydropyridin-3-yl)oxy)phenyl)-3,5-dioxo-2,3,4,5-tetrahydro-1,2,4-triazine-6-carbonitrile FC=1C=C(C=C(C1OC1=CNC(C(=C1)C(C)C)=O)F)N1N=C(C(NC1=O)=O)C#N